{4-[(3S)-3-aminopiperidin-1-yl]quinolin-3-yl}-2-(2,6-difluorophenyl)-1,3-thiazole-4-carboxamide N[C@@H]1CN(CCC1)C1=C(C=NC2=CC=CC=C12)C1=C(N=C(S1)C1=C(C=CC=C1F)F)C(=O)N